4-((2S,4S)-4-(cyclopropylmethoxy)-1-((5-methoxy-7-methyl-1H-indol-4-yl)amino)piperidin-2-yl)benzoic acid C1(CC1)CO[C@@H]1C[C@H](N(CC1)NC1=C2C=CNC2=C(C=C1OC)C)C1=CC=C(C(=O)O)C=C1